O1NC=CC=C1 OXAZIN